N6-(((4-(1-(trifluoromethyl)cycloprop-2-en-1-yl)benzyl)oxy)carbonyl)lysine FC(C1(C=C1)C1=CC=C(COC(=O)NCCCC[C@H](N)C(=O)O)C=C1)(F)F